4-{2-[(4-chlorophenyl)(hydroxy)methyl]phenyl}-6-methyl-1,6-dihydro-7H-pyrrolo[2,3-c]pyridin-7-one ClC1=CC=C(C=C1)C(C1=C(C=CC=C1)C=1C2=C(C(N(C1)C)=O)NC=C2)O